C(CCCCC(=O)OCC1CC2C(CC1C)O2)(=O)OCC2CC1C(CC2C)O1 bis(3,4-epoxy-6-methylcyclohexylmethyl) hexanediate